7'-fluoro-2'-methyl-spiro[cyclopentane-1,3'-indole] FC=1C=CC=C2C3(C(=NC12)C)CCCC3